COC1(COC1)C=1C=C(C=CC1)C(=O)N1CCN(CC1)C1=NC=C(C=C1)C(F)(F)F (3-(3-methoxyoxetan-3-yl)phenyl)(4-(5-(trifluoromethyl)pyridin-2-yl)piperazin-1-yl)methanone